triglycerol tristearate C(CCCCCCCCCCCCCCCCC)(=O)O.C(CCCCCCCCCCCCCCCCC)(=O)O.C(CCCCCCCCCCCCCCCCC)(=O)O.OCC(O)CO.OCC(O)CO.OCC(O)CO